2-(1-((5-(2-fluorophenyl)-2-nitropyridin-3-yl)oxy)ethyl)-N-methyl-1H-benzo[d]imidazole-4-carboxamide FC1=C(C=CC=C1)C=1C=C(C(=NC1)[N+](=O)[O-])OC(C)C1=NC2=C(N1)C=CC=C2C(=O)NC